(5-hydroxy-3-methyl-1H-pyrazol-4-yl)acetic acid ethyl ester C(C)OC(CC=1C(=NNC1O)C)=O